BrC1=CC2=C(NC(=N2)C2=CC(=NN2CC2=CC=C(C=C2)OC)NC(=O)C=2C=NC(=CC2)N2CCOCC2)C=C1 N-[5-(5-bromo-1H-benzimidazol-2-yl)-1-[(4-methoxyphenyl)methyl]pyrazol-3-yl]-6-morpholino-pyridine-3-carboxamide